methyl 2-[4-[2-(2-amino-3-pyridyl)-5-phenyl-imidazo[4,5-b]pyridin-3-yl]benzoyl]-2-azaspiro[3.3]heptane-6-carboxylate NC1=NC=CC=C1C1=NC=2C(=NC(=CC2)C2=CC=CC=C2)N1C1=CC=C(C(=O)N2CC3(C2)CC(C3)C(=O)OC)C=C1